N1(CCCCC1)C(=O)C=1C=NN2C1C=CC=C2C=2C=C(C=NC2)C(=O)N2CC(NC(C2)=O)=O 4-[5-[3-(piperidine-1-carbonyl)pyrazolo[1,5-a]pyridin-7-yl]pyridine-3-carbonyl]piperazine-2,6-dione